C1=NC=CC2=C1OC1=C([C@H](C2)CN)C=CC=C1 |o1:9| (S*)-(5,6-dihydrobenzo[6,7]oxepino[2,3-c]pyridin-6-yl)methanamine